[Si](C)(C)(C(C)(C)C)OC=1C=C2C(=NN(C2=CC1)C1OCCCC1)C1=NN(N=C1)[C@@H](CCOCC[C@H](C)O)C (2S)-4-[(3R)-3-[4-[5-[tert-butyl(dimethyl)silyl]oxy-1-tetrahydropyran-2-yl-indazol-3-yl]triazol-2-yl]butoxy]butan-2-ol